1-(4-hydroxy-3-methoxybenzyl)-3-(4-(trifluoromethyl)phenylpropyl)-thiourea OC1=C(C=C(CNC(=S)NCCCC2=CC=C(C=C2)C(F)(F)F)C=C1)OC